(8S,11S,15R)-22-fluoro-15-methoxy-13,18-dimethyl-5,7,10,13,17,19,26-heptazapentacyclo[15.6.1.12,6.18,11.020,24]hexacosa-1(23),2(26),3,5,18,20(24),21-heptaen-12-one FC1=CC=2N=C(N3C[C@H](CN(C([C@H]4NC[C@@H](NC5=NC=CC(C(=C1)C23)=N5)C4)=O)C)OC)C